C(C#CCCCC(=O)OC)(=O)OC Dimethyl hept-2-ynedioate